COCC=1C(C=CC(C1)=O)=O 2-(methoxymethyl)cyclohexane-2,5-diene-1,4-dione